C(CCCCC)C1=CC=C(S1)C1=C(C(=NC=C1)C1=NC=CC=C1)C=1SC(=CC1)CCCCCC bis(5-hexyl-2-thienyl)-2,2'-bipyridine